6''-BROMO-8''-METHYL-2''H-DISPIRO[CYCLOPROPANE-1,1'-CYCLOHEXANE-3',3''-IMIDAZO[1,5-A]PYRIDINE]-1'',5''-DIONE BrC1=CC(=C2N(C1=O)C1(NC2=O)CC2(CCC1)CC2)C